o-iodobenzenesulfonate IC1=C(C=CC=C1)S(=O)(=O)[O-]